7-(4-chlorophenyl)-9-(2-methoxyethyl)-4,5,13-trimethyl-3-thia-1,8,11,12-tetrazatricyclo[8.3.0.02,6]trideca-2(6),4,7,10,12-pentaene ClC1=CC=C(C=C1)C=1C=2C(=C(SC2N2C(=NN=C2C(N1)CCOC)C)C)C